OC1=C(C=CC(=C1)O)C(CCC(=O)N(CC)CC)C 4-(2,4-dihydroxyphenyl)-N,N-diethylvaleramide